COC(=O)C1=C(C2=C(S1)C=C(C=C2)Br)OC 6-bromo-3-methoxybenzo[B]thiophene-2-carboxylic acid methyl ester